ClC1=NC=C(C(=C1)C(NO)=N)OC1=CC(=CC=C1)C(F)(F)F 2-chloro-N-hydroxy-5-[3-(trifluoromethyl)phenoxy]pyridine-4-carboximidamide